C[C@H]1[C@@H](CC2=CC(=CC=C12)C1=NC=CC=C1)C(=O)N1CCC2=CC=C(C=C12)S(=O)(=O)N 1-((1S,2R)-1-methyl-5-(pyridin-2-yl)-2,3-dihydro-1H-indene-2-carbonyl)indoline-6-sulfonamide